N1N=CC(=C1)C1N(CCN(C1)C1=NC(=NC=C1)C1=CN=C2N1C=C(C=C2)C(F)(F)F)C(=O)C=2N=CN(C2)C (2-(1H-pyrazol-4-yl)-4-(2-(6-(trifluoromethyl)imidazo[1,2-a]pyridin-3-yl)pyrimidin-4-yl)piperazin-1-yl)(1-methyl-1H-imidazol-4-yl)methanone